(2R)-2-amino-3-(4-cyanophenyl)propanoic acid methyl ester COC([C@@H](CC1=CC=C(C=C1)C#N)N)=O